5-methyl-1H-indazol-4-amine CC1=C(C=2C=NNC2C=C1)N